Silver oxide, amino-azaimidazolium salt N[N+]1=NNC=C1.[O-2].[Ag+]